O[C@@H]1CN(CCC1)CC=1C=C(C=C(C1)N1C=NC(=C1)C)NC(=O)C=1C=C(C=CC1)C1=CC=CC=C1 (S)-N-(3-((3-hydroxypiperidin-1-yl)methyl)-5-(4-methyl-1H-imidazol-1-yl)phenyl)-[1,1'-biphenyl]-3-carboxamide